Di-tert-butyl-{4-[(tert-butyldimethylsilyloxy)methyl]phenyl}fluorosilane C(C)(C)(C)[Si](F)(C1=CC=C(C=C1)CO[Si](C)(C)C(C)(C)C)C(C)(C)C